NC=1C2=C(N=CN1)N(C=C2Cl)[C@H]2[C@@H]([C@@H]([C@H](C2)OC=2C=C(C=C1CCNCC21)Cl)O)O (1S,2S,3R,5S)-3-(4-amino-5-chloro-7H-pyrrolo[2,3-d]pyrimidin-7-yl)-5-((6-chloro-1,2,3,4-tetrahydroisoquinolin-8-yl)oxy)cyclopentane-1,2-diol